N,N-Diethylacrylamid C(C)N(C(C=C)=O)CC